3-((2R,4S)-2-(((S)-1-((4-carbamimidoylbenzyl)amino)-1-oxopropan-2-yl)carbamoyl)-4-(3-chloro-4-fluorobenzyl)pyrrolidin-1-yl)propanoic acid C(N)(=N)C1=CC=C(CNC([C@H](C)NC(=O)[C@@H]2N(C[C@H](C2)CC2=CC(=C(C=C2)F)Cl)CCC(=O)O)=O)C=C1